ClC=1C(=C(CN2[C@@H](C[C@@](CC2)(C(=O)O)CC2=NC(=NC(=C2F)C2(COC2)O)NC2=NNC(=C2)C)CC)C=CC1)F (2R,4R)-1-(3-chloro-2-fluorobenzyl)-2-ethyl-4-((5-fluoro-6-(3-hydroxyoxetan-3-yl)-2-((5-methyl-1H-pyrazol-3-yl)amino)pyrimidin-4-yl)methyl)piperidine-4-carboxylic acid